4-oxo-N-({6-[({[(2S)-oxolan-2-yl]methyl}amino)methyl]imidazo[1,2-a]pyridin-2-yl}methyl)-4H-pyrido[1,2-a]pyrimidine-2-carboxamide O=C1C=C(N=C2N1C=CC=C2)C(=O)NCC=2N=C1N(C=C(C=C1)CNC[C@H]1OCCC1)C2